4,4,5,5-tetramethyl-2-(4-methylbenzo[d][1,3]dioxol-5-yl)-1,3,2-dioxaborolane CC1(OB(OC1(C)C)C1=C(C2=C(OCO2)C=C1)C)C